2-(chloromethyl)-5-fluoro-4-methylquinazoline ClCC1=NC2=CC=CC(=C2C(=N1)C)F